C1(CCCCC1)P cyclohexylphosphine